C(#N)C1=CC(=C(COC2=CC=CC(=N2)N2CCC(CC2)C(C)C2=NC3=C(N2C[C@H]2OCC2)C=C(C=C3)C(=O)[O-])C=C1)F 2-(1-(1-(6-((4-cyano-2-fluorobenzyl)oxy)pyridin-2-yl)piperidin-4-yl)ethyl)-1-(((S)-oxetan-2-yl)methyl)-1H-benzo[d]imidazole-6-carboxylate